2-bromo-3-[2-(dimethylamino)ethyl]-1H-indol-4-yl acetate C(C)(=O)OC1=C2C(=C(NC2=CC=C1)Br)CCN(C)C